3-bromo-2-methyl-indazole BrC=1N(N=C2C=CC=CC12)C